ClC1=C(C=CC=C1)N1C(C2=CC=C(C=C2C(=C1)C(=C)C)N1N=C(N(C1=O)CC)CO)=O (2-chlorophenyl)-6-(4-ethyl-3-(hydroxymethyl)-5-oxo-4,5-dihydro-1H-1,2,4-triazol-1-yl)-4-(prop-1-en-2-yl)isoquinolin-1(2H)-one